L-phenylalanin aminotert-butyl-3,3-difluoropyrrolidine-1-carboxylate NC1(N(CCC1(F)F)C(=O)O)C(C)(C)C.N[C@@H](CC1=CC=CC=C1)C(=O)O